acryloyloxyoctyldimethylethoxysilane C(C=C)(=O)OCCCCCCCC[Si](OCC)(C)C